OC(=CC=CC=CC=CC=CC=CC(=O)O)CCCCCCCCC 13-hydroxydocosahexaenoic acid